C1CCN(C1)CCOC2=CC=C(C=C2)C(=O)C3=C(SC4=C3C=CC(=C4)O)C5=CC=C(C=C5)O The molecule is a member of the class of 1-benzothiophenes that is raloxifene in which the piperidin-1-yl group has been replaced by a pyrrolidin-1-yl group. It has a role as an estrogen receptor antagonist, an estrogen receptor modulator and a bone density conservation agent. It is a member of 1-benzothiophenes, a member of phenols, an aromatic ketone and a N-alkylpyrrolidine.